ClC1=CC2=C(N(C(N=C2N2[C@H](CN([C@@H](C2)C)C(C=C)=O)C)=O)C=2C(=NC=CC2C)C(C)C)N=C1N1C(CCC1)C(F)F (M)-6-Chloro-7-[2-(difluoro-methyl)pyrrolidin-1-yl]-4-[(2S,5R)-2,5-dimethyl-4-prop-2-enoyl-piperazin-1-yl]-1-(2-isopropyl-4-methyl-3-pyridyl)pyrido[2,3-d]pyrimidin-2-one